C1(=CC=CC=C1)N(C1=CC=C(C=C1)C=1C(=C(C=CC1N(C1=CC=CC=C1)C1=CC=CC=C1)C1=CC=C(C=C1)N)C1=CC=C(C=C1)N(C1=CC=CC=C1)C1=CC=CC=C1)C1=CC=CC=C1 bis-(N,N'-diphenyl-4-aminophenyl)-N,N-diphenyl-4,4'-diamino-1,1'-biphenyl